BrC=1C=CC(=C(C1)NC1=NC=NC2=CC(=C(C=C12)[N+](=O)[O-])OC(F)F)OC N-(5-bromo-2-methoxyphenyl)-7-(difluoromethoxy)-6-nitroquinazolin-4-amine